C(=O)C=1C(=C2C=C(N(C2=CC1)CC(C)N1CCN(CC1)S(=O)(=O)C(C)C)C#N)C 5-Formyl-1-(2-(4-(isopropylsulfonyl)piperazin-1-yl)propyl)-4-methyl-1H-indole-2-carbonitrile